FC(C(C(C(C(C(F)(F)F)(F)F)(F)F)(F)F)(F)F)(CCI)F 2-(perfluorohexyl)ethyl iodide